Hydroxypivalaldehyd OCC(C=O)(C)C